6-(2-Methoxyphenethyl)-1H-indole COC1=C(CCC2=CC=C3C=CNC3=C2)C=CC=C1